(3-(2-(2-aminoethoxy)ethoxy)propionylamino)-5-bromo-N-(4,5-dimethylthiazol-2-yl)benzamide NCCOCCOCCC(=O)NC1=C(C(=O)NC=2SC(=C(N2)C)C)C=C(C=C1)Br